N=1N=NC(C1)=S triazolthione